C(CCC)[TeH] butyl-tellurium hydride